OC[C@H](C(C)(C)C)NC(=O)C=1C=2C[C@@H]3[C@H](C2N(N1)C1=NC=CC(=C1)O)C3 (1aR,5aR)-2-(4-Hydroxy-pyridin-2-yl)-1a,2,5,5a-tetrahydro-1H-2,3-diaza-cyclopropa[a]pentalene-4-carboxylic acid ((S)-1-hydroxymethyl-2,2-dimethylpropyl)-amide